(1S,2R)-2-((S)-5-chloro-1-((2-oxopyrrolidin-1-yl)methyl)-8-(pyridin-2-ylmethoxy)-1,2,3,4-tetrahydro-isoquinoline-2-carbonyl)cyclohexane-1-carboxylic acid ClC1=C2CCN([C@@H](C2=C(C=C1)OCC1=NC=CC=C1)CN1C(CCC1)=O)C(=O)[C@H]1[C@H](CCCC1)C(=O)O